(S)-1'-(5-((2,3-dichlorophenyl)thio)-1H-imidazo[4,5-b]pyrazin-2-yl)-1,3-dihydrospiro[indene-2,4'-piperidin]-1-amine ClC1=C(C=CC=C1Cl)SC=1N=C2C(=NC1)NC(=N2)N2CCC1(CC2)[C@@H](C2=CC=CC=C2C1)N